ClC=1C=C(C=CC1Cl)C1=CC=C(C=C1)OC1=C(N=NN1)C(=O)O 5-((3',4'-dichloro-[1,1'-biphenyl]-4-yl)oxy)-1H-1,2,3-triazole-4-carboxylic acid